3-Bromo-4-(difluoromethyl)pyridin-2-amine BrC=1C(=NC=CC1C(F)F)N